FC1=CC(=CC=2C3=C(SC21)C=CC(=C3)[C@@]3(CS(C(C(N3)=N)(C)C)(=O)=O)C)C#CC (R)-5-(6-Fluoro-8-(prop-1-yn-1-yl)dibenzo[b,d]thiophen-2-yl)-3-imino-2,2,5-trimethylthiomorpholine 1,1-dioxide